C(C)CCOC(C(=C(C1=CC=CC=C1)C1=CC=CC=C1)C#N)=O 2-cyano-3,3-diphenylacrylic acid-2-ethylethyl ester